P(O)(=O)(OP(=O)(O)OP(=O)(O)O)OC[C@@H]1[C@H]([C@H]([C@@H](O1)N1C=NC=2C(=O)N(C(N)=NC12)C)O)O N1-methyl-guanosine 5'-triphosphate